(S)-N-(1-(1H-indol-3-yl)but-2-yl)bicyclo[1.1.1]Pentan-1-amine N1C=C(C2=CC=CC=C12)C[C@H](CC)NC12CC(C1)C2